CC1=C(C=CC(=C1)C)[C@H]([C@H](C)OC([C@H](C)NC(=O)C1=[N+](C=CC(=C1O)OC)[O-])=O)C(C)C 2-(((S)-1-(((2S,3R)-3-(2,4-dimethylphenyl)-4-methylpent-2-yl)oxy)-1-oxoprop-2-yl)carbamoyl)-3-hydroxy-4-methoxypyridine 1-oxide